NC1=NC=NC=2N(C3=CC=C(C=C3C21)Br)CC(=O)N2[C@@H]1CC1CC2C(=O)NC2=NC(=CC=C2)Br (R)-2-(2-(4-amino-6-bromo-9H-pyrimido[4,5-b]indol-9-yl)acetyl)-N-(6-bromopyridin-2-yl)-2-azabicyclo[3.1.0]hexane-3-carboxamide